C1CCC2=C(C=3CCCC3C=C12)NC(=O)NS(=O)(=O)C=1C=C(C(=O)N)C=CC1 3-(N-(1,2,3,5,6,7-Hexahydro-s-indacen-4-ylcarbamoyl)sulfamoyl)benzamide